C12N(CC(NC1)CC2)C=2C1=C(N=C(N2)OC[C@]23CCCN3C[C@@H](C2)F)C(=C(N=C1)C=1C=C(C=C(C1C1CC1)Cl)O)F 3-(4-(2,5-Diazabicyclo[2.2.2]octan-2-yl)-8-fluoro-2-(((2R,7aS)-2-fluorotetrahydro-1H-pyrrolizin-7a(5H)-yl)methoxy)pyrido[4,3-d]pyrimidin-7-yl)-5-chloro-4-cyclopropylphenol